C(C)OC(COC1=CC2=C(SC(=C2)C(CC(C(=O)OC)C)=O)C=C1OC)OCC methyl 4-(5-(2,2-diethoxyethoxy)-6-methoxybenzo[b]thiophen-2-yl)-2-methyl-4-oxobutanoate